C(C)(C)(C)N1N=C(C(=C1)C(=O)N[C@@H]1C(NC2=C(C(=N1)C1=CC=CC=C1)C=CC=C2)=O)C=2C(=NC(=CC2)NC2CC2)F 1-tert-butyl-3-[6-(cyclopropylamino)-2-fluoropyridin-3-yl]-N-[(3S)-2-oxo-5-phenyl-1,3-dihydro-1,4-benzodiazepine-3-yl]Pyrazole-4-carboxamide